N-(3'-chloro-4'-methoxy-2-(2-trityl-2H-tetrazol-5-yl)-[1,1'-biphenyl]-4-yl)-4-(trifluoromethyl)piperidine-1-carboxamide ClC=1C=C(C=CC1OC)C1=C(C=C(C=C1)NC(=O)N1CCC(CC1)C(F)(F)F)C=1N=NN(N1)C(C1=CC=CC=C1)(C1=CC=CC=C1)C1=CC=CC=C1